COC1=CC=C(C=C1)NC1=CC=C(C=C1)OC di(4-methoxyphenyl)amine